3-(2-methoxyphenyl)isonicotinamide COC1=C(C=CC=C1)C1=C(C(=O)N)C=CN=C1